methyl-(phenylethyl)amine CNCCC1=CC=CC=C1